C(C1=CC=CC=C1)(=O)O.C1(=CC=CC=C1)COC=1C=CC(=C2C=CC(NC12)=O)[C@H](CNC1CC2=CC(=C(C=C2C1)CC)CC)O 8-Phenylmethoxy-5-[(R)-2-(5,6-diethyl-indan-2-ylamino)-1-hydroxyethyl]-1H-quinolin-2-one benzoate